tert-butyl N-[[2-hydroxy-4-(4-methylthiazol-5-yl)phenyl]methyl]carbamate OC1=C(C=CC(=C1)C1=C(N=CS1)C)CNC(OC(C)(C)C)=O